(1S,3S,4S,5R)-2-(tert-Butoxycarbonyl)-5-hydroxy-2-azabicyclo[2.2.1]heptane-3-carboxylic acid C(C)(C)(C)OC(=O)N1[C@@H]2C[C@H]([C@H]([C@H]1C(=O)O)C2)O